(S)-4-(2-cyclopropyl-6-(6-(1-(oxetan-3-ylamino)ethyl)-1-oxoisoindolin-2-yl)pyridin-4-yl)-3-(4-methyl-4H-1,2,4-triazol-3-yl)benzonitrile C1(CC1)C1=NC(=CC(=C1)C1=C(C=C(C#N)C=C1)C1=NN=CN1C)N1C(C2=CC(=CC=C2C1)[C@H](C)NC1COC1)=O